azabenzotriazol N1N=NC2=C1C=CC=N2